(S)-2-(6-chloro-2-((4-hydroxytetrahydro-2H-pyran-4-yl)methyl)-1,2,3,4-Tetrahydroisoquinolin-8-yl)pyrrolidine-1-carboxylate ClC=1C=C2CCN(CC2=C(C1)[C@H]1N(CCC1)C(=O)[O-])CC1(CCOCC1)O